tert-butyl (2-chloro-5-(2-(3,3-difluorocyclobutyl)-2H-tetrazol-5-yl)phenyl)carbamate ClC1=C(C=C(C=C1)C=1N=NN(N1)C1CC(C1)(F)F)NC(OC(C)(C)C)=O